C(CCCCCCCCCCN)N 1,11-Undecandiamin